3-isopropoxyphenol C(C)(C)OC=1C=C(C=CC1)O